CC1=NC(=CC(=N1)NC1=NC=C(C(=O)NOCC)C(=C1)NC1=C(C=CC=C1)N(S(=O)(=O)C1CC1)C)C 6-((2,6-dimethyl-pyrimidin-4-yl)amino)-N-ethoxy-4-((2-(N-methyl-cyclopropyl-sulfonamido)phenyl)amino)nicotinamide